N,N-dimethyl-N'-phenyl-N'-(fluorodichloromethylthio)-sulfamide CN(S(=O)(=O)N(SC(Cl)(Cl)F)C1=CC=CC=C1)C